CCC(CCCCCCC)O 3-Decanol